O1C(=CC=C1C1=C(C(NCCC2=CC=CC=C2)=N)C=CC=C1)C1=C(C(NCCC2=CC=CC=C2)=N)C=CC=C1 2,2'-(furan-2,5-diyl)bis(N-phenethylbenzimidamide)